FC1(CN(CC[C@H]1NC1=NN2C(C(=N1)OC)=C(C=C2)C=2C=CC1=C(N(N=N1)[C@@H](C(F)(F)F)C)C2)C(CO)=O)F 1-((R)-3,3-difluoro-4-((4-methoxy-5-(1-((R)-1,1,1-trifluoropropan-2-yl)-1H-benzo[d][1,2,3]triazol-6-yl)pyrrolo[2,1-f][1,2,4]triazin-2-yl)amino)piperidin-1-yl)-2-hydroxyethan-1-one